N1CCC(CC1)OC1=NC=C(C=N1)C(C)=O 1-(2-(piperidin-4-yloxy)pyrimidin-5-yl)ethan-1-one